COC(C1=CC(=C(C=C1)S(=O)(=O)CC1=NN(C=C1)C1=CC=NC=C1)[N+](=O)[O-])=O.NC=1C=C(C(=O)OC)C=CC1S(=O)(=O)CC1=NN(C=C1)C1=CC=NC=C1 methyl 3-amino-4-(((1-(pyridin-4-yl)-1H-pyrazol-3-yl)methyl)sulfonyl)benzoate Methyl-3-nitro-4-(((1-(pyridin-4-yl)-1H-pyrazol-3-yl)methyl)sulfonyl)benzoate